FC1=C(C(=C(C=C1OC)OC)F)N1C(N(C2=C(C1)C=NC(=C2)C=2C(=NN(C2)C)C)C2=NC=C(N=C2)OC)=O 3-(2,6-difluoro-3,5-dimethoxyphenyl)-7-(1,3-dimethyl-1H-pyrazol-4-yl)-1-(5-methoxypyrazin-2-yl)-3,4-dihydropyrido[4,3-d]pyrimidin-2(1H)-one